2-fluoro-4-hydroxy-N-methoxy-N-methylbutanamide FC(C(=O)N(C)OC)CCO